The molecule is a dialdehyde comprised of pentane with aldehyde functions at C-1 and C-5. It has a role as a cross-linking reagent, a disinfectant and a fixative. C(CC=O)CC=O